methyl 5-((S)-2-amino-2-cyclohexylacetamido)-2-isopropyl-2,3-dihydro-1H-indene-2-carboxylate N[C@H](C(=O)NC=1C=C2CC(CC2=CC1)(C(=O)OC)C(C)C)C1CCCCC1